OC[C@]1(OC2=C(C1)C=C(C(=C2)N2CCOCC2)NC(=O)C=2C=NN1C2N=CC=C1)C(F)(F)F N-[(2S)-2-(hydroxymethyl)-6-morpholino-2-(trifluoromethyl)-3H-benzofuran-5-yl]pyrazolo[1,5-a]pyrimidine-3-carboxamide